C(C=C)(=O)N1CCC2(NC3=C(C(=NC=4C(=C(C(=CC34)Cl)Br)F)OCC3N(CCC3)C)NC2=O)CC1 1-acryloyl-8'-bromo-9'-chloro-7'-fluoro-5'-((1-methylpyrrolidin-2-yl)methoxy)-1',4'-dihydro-3'H-spiro[piperidine-4,2'-pyrazino[2,3-c]quinolin]-3'-one